C(C)(C)(C)N1CCN(CC1)CCO tert-butyl-4-(2-hydroxyethyl)piperazine